3-amino-5-heptyl-1,2,4-triazole NC1=NNC(=N1)CCCCCCC